FC1=CC(=CC2=C1N=C(S2)N(CCC2=CC=C(C=C2)OC)CC2=CC=C(C=C2)C#CC(=O)O)F 3-(4-(((4,6-difluorobenzo[d]thiazol-2-yl)(4-methoxyphenethyl)amino)-methyl)phenyl)propiolic acid